C1(CC1)C1=CC=C(C=C1)N(C1=CC2=C([C@@H](CO2)CNC=2C=NC=CC2C(=O)O)C=C1)C 3-({[(3R)-6-[(4-cyclopropylphenyl)(methyl)amino]-2,3-dihydro-1-benzofuran-3-yl]methyl}amino)pyridine-4-carboxylic acid